C(C1=CC=CC=C1)OC(=O)N[C@@H]([C@@H](C(=O)OC(C)(C)C)OS(=O)(=O)C)C tert-butyl (2S,3R)-3-(((benzyloxy)carbonyl)amino)-2-((methylsulfonyl)oxy)butanoate